C(C\C=C/CCCCCCCC\C=C/CCCC)CC(=O)[O-] (3Z,13Z)-3,13-octadecadienylacetate